N-[(1S)-1-cyano-2-[4-(3-methyl-2-oxo-2,3-dihydro-1,3-benzoxazol-5-yl)phenyl]ethyl]-6-hydroxy-1,4-oxazepane-2-carboxamide C(#N)[C@H](CC1=CC=C(C=C1)C=1C=CC2=C(N(C(O2)=O)C)C1)NC(=O)C1OCC(CNC1)O